1,2-dichloro-hexafluorocyclopentene ClC1=C(C(C(C1(F)F)(F)F)(F)F)Cl